(4-(2,2-Diethoxyethoxy)phenyl)(3-(2-fluoro-4-(trifluoromethyl)phenyl)-7-hydroxyquinolin-4-yl)methanone C(C)OC(COC1=CC=C(C=C1)C(=O)C1=C(C=NC2=CC(=CC=C12)O)C1=C(C=C(C=C1)C(F)(F)F)F)OCC